2,5-Dibromobenzyl-amine BrC1=C(CN)C=C(C=C1)Br